CN(C)CCCN1NN(CC(C1)CCCN(C)C)CCCN(C)C 1,3,5-tris(dimethylaminopropyl)-hexahydrotriazin